methyl-3-aminooxetane CC1OCC1N